2-(fluoromethyl)-8-methoxy-4H-pyrido[1,2-a]pyrimidin-4-one FCC=1N=C2N(C(C1)=O)C=CC(=C2)OC